BrC1=C2C(=C(N=C1)C=1SC3=C(N1)SC(=N3)N(C)C3CC(N(CC3)C)C)NC=C2 5-(4-Bromo-1H-pyrrolo[2,3-c]pyridin-7-yl)-N-(1,2-dimethylpiperidin-4-yl)-N-methyl[1,3]thiazolo[5,4-d][1,3]thiazol-2-amin